C12C(CC(CC1)N2)C(C)NS(=O)(=O)C2=CC(=C(C=C2)NC(C2=C(C=CC=C2)C)=O)C N-(4-(N-(1-(exo-7-azabicyclo[2.2.1]heptan-2-yl)ethyl)sulfamoyl)-2-methylphenyl)-2-methylbenzamide